2-(2-(4-isopropylcyclohexylidene)ethyl)-1,3-dioxolane-13C C(C)(C)C1CCC(CC1)=CC[13CH]1OCCO1